N=1N(N=CC1)C=1C=C(C=CC1)NC1=NC=NC2=CC(=C(C=C12)NC(C=C)=O)OCCN1CCOCC1 N-(4-((3-(2H-1,2,3-triazol-2-yl)phenyl)amino)-7-(2-morpholinoethoxy)quinazolin-6-yl)acrylamide